C1(=CC=CC=C1)N(N(C1=CC=CC=C1)C1=C([N+](=O)[O-])C=C([N+](=O)[O-])C=C1[N+](=O)[O-])C1=CC=CC=C1 Diphenyl-Picryl-Phenylhydrazine